2-methyl-4-(4-(piperidin-4-yloxy)phenyl)-2,7-naphthyridin-1(2H)-one TFA salt OC(=O)C(F)(F)F.CN1C(C2=CN=CC=C2C(=C1)C1=CC=C(C=C1)OC1CCNCC1)=O